N-phenyl-3-(pyridin-2-yl)aniline C1(=CC=CC=C1)NC1=CC(=CC=C1)C1=NC=CC=C1